C12COCC2C1NC(C1=CC(=C(C=C1)N1CCN(CC1)CC=1C=NC=2C=C(C(NC2C1)=O)CC)Cl)=O N-(3-oxabicyclo[3.1.0]hexan-6-yl)-3-chloro-4-(4-((7-ethyl-6-oxo-5,6-dihydro-1,5-naphthyridin-3-yl)methyl)piperazin-1-yl)benzamide